F[Sb-](F)(F)(F)(F)F.OC1=CC=C(C=C1)[S+](CC1=CC=CC=C1)C (4-hydroxyphenyl)(methyl)(benzyl)sulfonium hexafluoroantimonate